5-(2,2,2-trifluoroethoxy)pyridin-2-amine FC(COC=1C=CC(=NC1)N)(F)F